C(C)OC(C)OC(C=C)=O 1-ethoxy-ethylacrylate